CNS(=O)(=O)NCC(=O)O methylsulfamoylglycine